(S)-7-((2,3-difluorobenzyl)oxy)-3,4,11,11a-tetrahydropyrimido[6',1':2,3]imidazo[5,1-c][1,4]oxazin-9(1H)-one FC1=C(COC2=NC(N3C(N4[C@H](COCC4)C3)=C2)=O)C=CC=C1F